2-Methyl-5-[5-(piperidin-4-yl)[1,3]thiazolo[5,4-d][1,3]thiazol-2-yl]-2H-indazol CN1N=C2C=CC(=CC2=C1)C=1SC=2N=C(SC2N1)C1CCNCC1